CNC1=NC=C(C2=CC(=NC=C12)NC1=NC=C(C=C1)C(F)(F)F)C1=NN2C(C=CC(=C2)N2CCOCC2)=N1 N1-methyl-4-(6-morpholino-[1,2,4]triazolo[1,5-a]pyridin-2-yl)-N6-[5-(trifluoromethyl)-2-pyridyl]-2,7-naphthyridine-1,6-diamine